(2-chloro-6-ethynylphenyl)-4-methoxy-2-((3-methyl-4-(1-methylpiperidin-4-yl)phenyl)amino)pyrimidine-5-carboxamide ClC1=C(C(=CC=C1)C#C)C1=C(C(=NC(=N1)NC1=CC(=C(C=C1)C1CCN(CC1)C)C)OC)C(=O)N